1-((E)-4-((S)-2-Cyano-4-(2-(1-ethyl-3-(trifluoromethyl)-1H-pyrazol-4-yl)phenyl)-4,7-dihydrothieno[2,3-c]pyridin-6(5H)-yl)-4-oxobut-2-en-1-yl)pyrrolidine-3-carboxylic acid C(#N)C1=CC2=C(CN(C[C@H]2C2=C(C=CC=C2)C=2C(=NN(C2)CC)C(F)(F)F)C(/C=C/CN2CC(CC2)C(=O)O)=O)S1